O1CCC(=CC1)C=1SC(=CN1)C1=NC(=NC=C1C(F)(F)F)NC1CCN(CC1)S(=O)(=O)C 4-[2-(3,6-Dihydro-2H-pyran-4-yl)-1,3-thiazol-5-yl]-N-(1-methyl-sulfonylpiperidin-4-yl)-5-(trifluoromethyl)pyrimidin-2-amine